N-((1R,2S)-2-aminocyclohexyl)-4-(1H-pyrrolo[2,3-b]pyridin-4-yl)-3,4-dihydro-2H-1,4-thiazine-6-carboxamide hydrochloride Cl.N[C@@H]1[C@@H](CCCC1)NC(=O)C1=CN(CCS1)C1=C2C(=NC=C1)NC=C2